C12(CCC1)OC1=C(C=CC=C1CC2)C2=NNC1=C2C=2N(C(=N1)N1CCC3([C@@H]([C@@H](OC3)C)N)CC1)C=CN2 (3S,4S)-8-(9-(spiro[chromane-2,1'-cyclobutane]-8-yl)-7H-imidazo[1,2-c]pyrazolo[4,3-e]pyrimidin-5-yl)-3-methyl-2-oxa-8-azaspiro[4.5]decan-4-amine